(E)-3,5-difluoro-4-(2-nitrovinyl)pyridine FC=1C=NC=C(C1\C=C\[N+](=O)[O-])F